C(C)(C)(C)C1=NC(=NO1)C1=CC=C(C=C1)C(=O)N1CCN(CC1)C=1OC=2C(=NC=CC2Cl)N1 [4-(5-tert-butyl-1,2,4-oxadiazol-3-yl)phenyl]-[4-(7-chlorooxazolo[4,5-b]pyridin-2-yl)piperazin-1-yl]methanone